BrC1=CN=C(C=2N1C=CN2)NC2=CC=C(C=C2)C2CCN(CC2)C(=O)OC(C)(C)C tert-butyl 4-[4-[(5-bromoimidazo[1,2-a]pyrazin-8-yl)amino]phenyl]piperidine-1-carboxylate